CC1=C(C=C(C=C1)C=1N=NC(=CC1C(=O)N)C(F)(F)F)C1=CC2=C(N=C(N=C2)NC)N2C1=NCC2 (4-methyl-3-(2-(methylamino)-8,9-dihydroimidazo[1',2':1,6]pyrido[2,3-d]pyrimidin-6-yl)phenyl)-6-(trifluoromethyl)pyridazine-4-carboxamide